Hexane-5-carboxylic acid 1,1-dimethylethyl ester CC(C)(C)OC(=O)C(CCCC)C